O(C1=CC=CC=C1)C1=CC=C(C=C1)C1=CNC=2N=CN=C(C21)N2C[C@@H](CCC2)[N-]CC#CC (R)-N-(1-(5-(4-phenoxyphenyl)-7H-pyrrolo[2,3-d]pyrimidin-4-yl)piperidin-3-yl)-but-2-ynylamide